ClC=1C(=NC(=NC1)NC1CCOCC1)C1=CC=C2CN(C(C2=C1)=O)CC(=O)N[C@H](C)C1=CC=NC=C1 2-(6-{5-chloro-2-[(oxacyclohex-4-yl)amino]pyrimidin-4-yl}-1-oxo-2,3-dihydro-1H-isoindol-2-yl)-N-[(1R)-1-(pyridin-4-yl)ethyl]acetamide